4-nitrobenzyl ((2S,3R)-1-oxo-1-(4-(thiazol-2-yl)piperidin-1-yl)-3-((1-(trifluoromethyl)cyclopropyl)methoxy)butan-2-yl)carbamate O=C([C@H]([C@@H](C)OCC1(CC1)C(F)(F)F)NC(OCC1=CC=C(C=C1)[N+](=O)[O-])=O)N1CCC(CC1)C=1SC=CN1